N1C(NC2=C1C=CC=C2)=O 1,3-dihydrobenzo[d]imidazol-2-one